BrC1=C2N(C=C(C1=O)C(=O)OC)CC(O2)CBr Methyl 8-bromo-2-(bromomethyl)-7-oxo-2,3-dihydro-7H-oxazolo[3,2-a]pyridine-6-carboxylate